The molecule is a tetrol that is butane which is substituted at positions 2 and 3 by 3,4-dihydroxybenzyl groups. Masoprocol, the meso-form found in the leaves of the creosote bush (Larrea divaricata), is a potent lipoxygenase inhibitor. It has a role as an antioxidant and a plant metabolite. It is a member of catechols, a tetrol and a lignan. CC(CC1=CC(=C(C=C1)O)O)C(C)CC2=CC(=C(C=C2)O)O